BrC1=C(C=C(C=C1)[C@H]1[C@H]([C@@H](CCC1)C(=O)O)C(=O)OC)C#N |r| rac-(1R,2R,3R)-3-(4-bromo-3-cyanophenyl)-2-(methoxycarbonyl)cyclohexane-1-carboxylic acid